ClC(C(=O)OCC)C(=O)OCC 1,3-diethyl 2-chloropropanedioate